2-methyl-N-[(1s,4s)-4-{[2-(trifluoromethyl)imidazo[1,2-a]pyridin-5-yl]amino}cyclohexyl]-2H-indazole-7-carboxamide CN1N=C2C(=CC=CC2=C1)C(=O)NC1CCC(CC1)NC1=CC=CC=2N1C=C(N2)C(F)(F)F